6-(2-((2-(4-chloro-3-fluorophenyl)-5-methyl-1H-imidazol-1-yl)methyl)phenoxy)-2,2-dimethylhexanoic acid ClC1=C(C=C(C=C1)C=1N(C(=CN1)C)CC1=C(OCCCCC(C(=O)O)(C)C)C=CC=C1)F